3-methoxy-n-butyrate COC(CC(=O)[O-])C